(R)-N-(5-(1-methyl-1H-pyrazol-4-yl)-4-(4-methylpiperazin-1-yl)-2-(2,2,2-trifluoroethoxy)phenyl)-6-(3-phenylisoxazolidin-2-yl)pyrimidin-4-amine CN1N=CC(=C1)C=1C(=CC(=C(C1)NC1=NC=NC(=C1)N1OCC[C@@H]1C1=CC=CC=C1)OCC(F)(F)F)N1CCN(CC1)C